COC1=C(CCN)C=C(C(=C1)SC(C)C)OC 2,5-dimethoxy-4-isopropylsulfanylphenethylamine